1-((3,3-difluoro-1-methylcyclobutyl)methyl)-3-(3-fluorobicyclo[1.1.1]pentan-1-yl)-4-(trifluoromethyl)-1H-pyrazole-5-carboxylic acid FC1(CC(C1)(C)CN1N=C(C(=C1C(=O)O)C(F)(F)F)C12CC(C1)(C2)F)F